C(C)(C)(C)OC(=O)N1CCC(CC1)N1C(N(C2=C1C=C(C=C2)Cl)CC2=CC=C(C=C2)C=2OC(=NN2)C(F)F)=O 4-(6-Chloro-3-(4-(5-(difluoromethyl)-1,3,4-oxadiazol-2-yl)benzyl)-2-oxo-2,3-dihydro-1H-benzo[d]imidazol-1-yl)piperidine-1-carboxylic acid tert-butyl ester